C(C)(C)NC1CC(C1)C(=O)NC1=C(C2=C(CN(CC2)C2COC2)S1)C=1SC2=C(N1)C=CC(=C2)C=2CCNCC2 3-(Isopropylamino)-N-(6-(oxetan-3-yl)-3-(6-(1,2,3,6-tetrahydropyridin-4-yl)benzo[d]thiazol-2-yl)-4,5,6,7-tetrahydrothieno[2,3-c]pyridin-2-yl)cyclobutane-1-carboxamide